2-[6-(benzylsulfanyl)-8-fluoroimidazo[1,5-a]pyridin-3-yl]-5-(difluoromethyl)-1,3,4-oxadiazole C(C1=CC=CC=C1)SC=1C=C(C=2N(C1)C(=NC2)C=2OC(=NN2)C(F)F)F